(3-hydroxy-4-methoxyphenyl)ethylbenzene OC=1C=C(C=CC1OC)CCC1=CC=CC=C1